C(C1=CC=CC=C1)OC1=C(C=CC=C1OC)C1=C(C=CC=C1)O 2-(benzyloxy)-3-methoxyPhenylphenol